C(C)(=O)O[C@H]1[C@@H](O[C@@H]([C@@H]([C@@H]1CC(=O)O)OC(C)=O)OC1=CC=C(C=C1)\C=C\C(C1=CC=CC=C1)=O)COC(C)=O 2-[(2S,3R,4R,5R,6R)-3,5-Diacetyloxy-2-(acetyloxymethyl)-6-[4-[(E)-3-oxo-3-phenylprop-1-enyl]phenoxy]oxan-4-yl]acetic acid